C1=CC=C2C=C(C=CC2=C1)NC(=O)CNC(=O)CN The molecule is an N-(2-naphthyl)carboxamide obtained by formal condensation of the carboxy group of glycylglycine with the amino group of 2-naphthylamine. It has a role as a chromogenic compound. It is a N-(2-naphthyl)carboxamide and a dipeptide.